CN1N=C2N(C3=CC=C(C=C3C2=C1)C(=O)O)C1=CC=C(C=C1)C(F)(F)F 2-methyl-8-[4-(trifluoro-methyl)phenyl]-2H,8H-pyrazolo[3,4-b]indole-5-carboxylic acid